FC(Cl)(Cl)Cl Monofluoro-trichloromethane